4-amino-N'-(indoline-6-carbonyl)benzenesulfonohydrazide NC1=CC=C(C=C1)S(=O)(=O)NNC(=O)C1=CC=C2CCNC2=C1